C(#N)C1=C(SC2=NC=C(C=C21)F)NC(OCC)=O ethyl (3-cyano-5-fluorothieno[2,3-b]pyridin-2-yl)carbamate